C[SiH](C1=C(C=CC=C1)C=CC1=C(C=CC=C1)[SiH](C)C)C bis[2-(dimethylsilyl)phenyl]ethylene